1,1-Dimethylethyl 4-boronobenzoate B(O)(O)C1=CC=C(C(=O)OC(C)(C)C)C=C1